ClC1=CC(=C(C=C1)N[C@H]1[C@@H](CN(CC1)C=1C2=C(N(C(C1C#N)=O)C)SC(=N2)C)C)F 7-[(3R,4R)-4-[(4-chloro-2-fluorophenyl)amino]-3-methylpiperidin-1-yl]-2,4-dimethyl-5-oxo-4H,5H-[1,3]thiazolo[5,4-b]pyridine-6-carbonitrile